FC(CC[C@H]1NS(C2=C(N(C1)C1CCC(CC1)(F)F)C=C(C(=C2)OC)C(F)(F)F)(=O)=O)(C)F (R)-3-(3,3-difluorobutyl)-5-(4,4-difluorocyclohexyl)-8-methoxy-7-(trifluoromethyl)-2,3,4,5-tetrahydrobenzo[f][1,2,5]thiadiazepine 1,1-dioxide